BrC=1C=C(C2=C(NC(=N2)C2=CC(=CN2)C(=O)C2=C(C=CC=C2)C(F)(F)F)C1)F (5-(6-bromo-4-fluoro-1H-benzo[d]imidazol-2-yl)-1H-pyrrol-3-yl)(2-(trifluoromethyl)phenyl)methanone